COC1=NC=CC(=C1)C1(CCC1)C=O 1-(2-methoxypyridin-4-yl)cyclobutane-1-carbaldehyde